[N].C(CN(CC(=O)O)CC(=O)O)N(CC(=O)O)CC(=O)O ethylenediaminetetraacetic acid nitrogen